[NH+]1=CC=CC2=CC=CC=C12.O1C(=O)C=CC2=CC=CC=C12 coumarin-quinolinium salt